ClC=1C=C(CN2N=NC(=C2)CN2C(C(C3=CC(=CC=C23)C(=O)N)=O)=O)C=CC1 1-((1-(3-chlorobenzyl)-1H-1,2,3-triazol-4-yl)methyl)-2,3-dioxoindole-5-carboxamide